BrC1=CC=C2CCC(C2=C1)(C(=O)OC)C methyl 6-bromo-1-methyl-2,3-dihydro-1H-indene-1-carboxylate